1-methylbutylcyclopentadienylindium CC(CCC)[In]C1C=CC=C1